O=C1N(C(CC1)=O)CCOC1=CC(=C2CC(CC2=C1)C=O)F 6-[2-(2,5-dioxopyrrolidin-1-yl)ethoxy]-4-fluoro-indane-2-carbaldehyde